C(C)(C)(C)OC(NC12COC(CC1)(CC2)C(N[C@@H]2C[C@@H](C2)OC(F)(F)F)=O)=O (1-((cis-3-(trifluoromethoxy)cyclobutyl)carbamoyl)-2-oxabicyclo[2.2.2]oct-4-yl)carbamic acid tert-butyl ester